C(C)C1(CCC2(C3CCC4(C(CCC4C3CCC2C1)[C@@H]([C@H](C1=CC=CC=C1)O)C)C)C)O 3-ethyl-17-((1R,2S)-1-hydroxy-1-phenylpropan-2-yl)-10,13-dimethylhexadecahydro-1H-cyclopenta[a]phenanthren-3-ol